tert-butyl (1R,5S)-3-[2-chloro-2'-(2-trimethylsilylethoxymethyl)spiro[5,8-dihydropyrano[4,3-d]pyrimidine-7,4'-indeno[1,2-c]pyrazole]-4-yl]-3,8-diazabicyclo[3.2.1]octane-8-carboxylate ClC=1N=C(C2=C(N1)CC1(C3=CC=CC=C3C3=NN(C=C31)COCC[Si](C)(C)C)OC2)N2C[C@H]3CC[C@@H](C2)N3C(=O)OC(C)(C)C